((S)-1-propenoyl-4-(8-(8-chloronaphthalen-1-yl)-2-(((S)-1-methylpyrrolidin-2-yl)methoxy)-7-oxo-6,7,8,9-tetrahydro-5H-pyrimido[4,5-c]azepin-4-yl)piperazin-2-yl)acetonitrile C(C=C)(=O)N1[C@H](CN(CC1)C1=NC(=NC=2CN(C(CCC21)=O)C2=CC=CC1=CC=CC(=C21)Cl)OC[C@H]2N(CCC2)C)CC#N